3-(α-D-Galactopyranosyl)propionyl-L-phenylalanine ethyl ester C(C)OC([C@@H](NC(CC[C@@H]1[C@H](O)[C@@H](O)[C@@H](O)[C@H](O1)CO)=O)CC1=CC=CC=C1)=O